tert-butyl 2-[(4-methoxyphenyl)methyl]morpholine-4-carboxylate COC1=CC=C(C=C1)CC1CN(CCO1)C(=O)OC(C)(C)C